2-fluoro-N-((2R)-1-(4-(4-fluorophenyl)-2-methyl-2,8-diazaspiro[4.5]decan-8-yl)-4-methyl-1-oxopentan-2-yl)-5-(trifluoromethyl)benzamide N,N-dimethylphosphonoamidate CN(P(O)=O)C.FC1=C(C(=O)N[C@@H](C(=O)N2CCC3(C(CN(C3)C)C3=CC=C(C=C3)F)CC2)CC(C)C)C=C(C=C1)C(F)(F)F